CN1C(=NC=2CN(CCC21)C2COC2)C(=O)N 1-methyl-5-(oxetan-3-yl)-4,5,6,7-tetrahydro-1H-imidazo[4,5-c]pyridine-2-carboxamide